tert-butyl 3-{8-[(2R,3S)-3-(methanesulfonylmethyl)-2-methylazetidin-1-yl]-3-{[2-(4-methoxypiperidin-1-yl)pyrimidin-4-yl]amino}isoquinolin-5-yl}azetidine-1-carboxylate CS(=O)(=O)C[C@@H]1[C@H](N(C1)C=1C=CC(=C2C=C(N=CC12)NC1=NC(=NC=C1)N1CCC(CC1)OC)C1CN(C1)C(=O)OC(C)(C)C)C